(trans-4-(9-(1H-imidazol-1-yl)-2,4-dimethyl-5-oxo-5,6,7,8-tetrahydro-[1,3]dioxolo[4,5-g]isoquinolin-2-yl) cyclohexyl) carbamate C(N)(O[C@@H]1CC[C@H](CC1)C1(OC=2C(=C(C=3CCNC(C3C2C)=O)N2C=NC=C2)O1)C)=O